C(C)(C)(CC(C)(C)C)C=1C=CC2=C(N=C(O2)C2=CC=C(C=C2)N2NC(=CC2C2=CC=C(C=C2)C(C)(C)CC(C)(C)C)C=CC2=CC=C(C=C2)C(C)(C)CC(C)(C)C)C1 1-(4-(5-tert-octyl-benzooxazol-2-yl)phenyl)-3-(4-tert-octyl-styryl)-5-(4-tert-octyl-phenyl)-pyrazoline